3-pyrrolidino-1-propanol N1(CCCC1)CCCO